2,4-diethyl-9-oxothioxanthene C(C)C1=CC=2C(C3=CC=CC=C3SC2C(=C1)CC)=O